C(CCCCCCCCC)C(CCCCOC(CCCC(=O)N(C)OC)=O)CCCCCCCCCC 5-(methoxy(methyl)amino)-5-oxopentanoic acid 5-decylpentadecyl ester